C12C(CCC2C1C(=O)O)C(=O)O Bicyclo[3.1.0]Hexane-2,6-dicarboxylic acid